5-bromo-3-((1-(1-cyclopropylpiperidin-4-yl)-1H-pyrazole-4-yl)oxy)pyrazin-2-amine BrC=1N=C(C(=NC1)N)OC=1C=NN(C1)C1CCN(CC1)C1CC1